4-bromo-5-(bromomethylene)-2(5H)-furanone BrC1=CC(OC1=CBr)=O